(R)-N-(2-(5-(3-aminopiperidine-1-carbonyl)-7-methoxy-1-methyl-1H-benzo[d]imidazol-2-yl)-1-(cyclopropylmethyl)-1H-pyrrolo[2,3-b]pyridin-6-yl)-N-methylmethanesulfonamide N[C@H]1CN(CCC1)C(=O)C1=CC2=C(N(C(=N2)C2=CC=3C(=NC(=CC3)N(S(=O)(=O)C)C)N2CC2CC2)C)C(=C1)OC